ClC=1C=C2C(=C(/C(/C2=CC1)=C/C1=CC=C(C=C1)CCCC1=CC=C(C=C1)F)C)CC(=O)O (Z)-2-(5-Chloro-1-(4-(3-(4-fluorophenyl)propyl)benzylidene)-2-methyl-1H-inden-3-yl)acetic acid